1-(2-hydroxylethyl)piperazine OCCN1CCNCC1